C(C)OC(=O)C=1OC2=C(C1C)C=C(C=C2)S(N(CC)C2=C(C=C(C=C2)Cl)CN(C(=O)N2CCOCC2)CC=2OC=CC2)(=O)=O 5-(N-(4-chloro-2-((N-(furan-2-ylmethyl)morpholine-4-carboxamido)methyl)phenyl)-N-ethylsulfamoyl)-3-methylbenzofuran-2-carboxylic acid ethyl ester